C(C)(C)(C)OC(=O)N1CC2N(C=3C(=NN=C(C3)C3=C(C=CC=C3)O)NC2)CC1 tert-butyl-2-(2-hydroxyphenyl)-6a,7,9,10-tetrahydro-5H-pyrazino[1',2':4,5]pyrazino[2,3-c]pyridazine-8(6H)-carboxylate